(S)-N-(5-(3,5-dimethylisoxazol-4-yl)-2-(((1r,4S)-4-hydroxycyclohexyl)amino)phenyl)-5-oxopyrrolidine-2-carboxamide CC1=NOC(=C1C=1C=CC(=C(C1)NC(=O)[C@H]1NC(CC1)=O)NC1CCC(CC1)O)C